2-(1,3,3a,4,6,6a-hexahydrofuro[3,4-c]pyrrol-5-yl)-N-(3-pyridyl)ethanesulfonamide C1OCC2C1CN(C2)CCS(=O)(=O)NC=2C=NC=CC2